COC(C(C(=O)OC)(C)C)=O 2,2-dimethyl-malonic acid dimethyl ester